2,2-bis(diphenylphosphino)-1,1'-binaphthyl C1(=CC=CC=C1)P(C1(C(=C2C=CC=CC2=CC1)C1=CC=CC2=CC=CC=C12)P(C1=CC=CC=C1)C1=CC=CC=C1)C1=CC=CC=C1